6-methoxy-2-(5-methyl-1H-pyrrol-2-yl)-N-(piperazin-1-ylmethyl)-7-(3-(pyrrolidin-1-yl)propoxy)quinazolin-4-amine COC=1C=C2C(=NC(=NC2=CC1OCCCN1CCCC1)C=1NC(=CC1)C)NCN1CCNCC1